N-(5-((3-ethyl-3,8-diazabicyclo[3.2.1]octan-8-yl)methyl)pyridin-2-yl)-5-fluoropyrimidin C(C)N1CC2CCC(C1)N2CC=2C=CC(=NC2)N2CN=CC(=C2)F